1,6-diiodoheptane ICCCCCC(C)I